4-chloro-3-(6,7-difluoro-5-methyl-4-oxo-1,4-dihydroquinolin-2-yl)benzonitrile ClC1=C(C=C(C#N)C=C1)C=1NC2=CC(=C(C(=C2C(C1)=O)C)F)F